Aluminum-nickel-cobalt [Co].[Ni].[Al]